SCCCCCO 5-mercapto-1-pentanol